C(\C=C\C(=O)O)(=O)O.C=CC=C butadiene fumarate